3'-fluoro-4'-[(1-{[4-(propan-2-yl)phenyl]carbamoyl}-DL-prolyl)amino][1,1'-biphenyl]-4-carboxylic acid FC=1C=C(C=CC1NC([C@H]1N(CCC1)C(NC1=CC=C(C=C1)C(C)C)=O)=O)C1=CC=C(C=C1)C(=O)O |r|